5-(4-chloro-3-fluorophenyl)-7,7-dimethyl-4,5,6,7-tetrahydrothiazolo[5,4-c]pyridine-2-carboxylic acid methyl ester COC(=O)C=1SC=2CN(CC(C2N1)(C)C)C1=CC(=C(C=C1)Cl)F